COC(=O)C1=NC=C2C(=N1)N(N=C2)C2CCCC2 1-cyclopentyl-1H-pyrazolo[3,4-d]pyrimidine-6-carboxylic acid methyl ester